CN(CCCC(=O)OC(CCCCCCCC(=O)OC\C=C/CCCCCC)CCCCCCCC(=O)OC\C=C/CCCCCC)C di((Z)-non-2-en-1-yl) 9-((4-(dimethylamino)-butanoyl)oxy)heptadecanedioate